C(\C=C\C=C\CC)=O trans,trans-2,4-heptadienal